Norbornane-2,6-diylbis(methylene)diisocyanat C12C(CC(CC1CN=C=O)C2)CN=C=O